ethylmethylpyrrolium C(C)C=1[NH+](C=CC1)C